ClC1=C(N=C(NC1=O)C1=C(N=CS1)C)C1CCN(CC1)C(=O)C=1N=CSC1 5-chloro-2-(4-methylthiazol-5-yl)-4-[1-(thiazole-4-carbonyl)-4-piperidinyl]-1H-pyrimidin-6-one